(R)-2-(2-methylmorpholino)-4-oxo-9-vinyl-4H-pyrido[1,2-a]pyrimidine-7-carboxylic acid C[C@H]1OCCN(C1)C=1N=C2N(C(C1)=O)C=C(C=C2C=C)C(=O)O